NC=1C=CC(=C(C1)C1(N=CN(S(C1)(=O)=O)C)C)F 5-(5-amino-2-fluorophenyl)-2,5-dimethyl-1,1-dioxo-1,2,4-thiadiazin